2-{6-[(3R)-3-(cyclobutylamino)pyrrolidin-1-yl]pyridazin-3-yl}-5-(6-cyclopropylpyridazin-4-yl)phenol C1(CCC1)N[C@H]1CN(CC1)C1=CC=C(N=N1)C1=C(C=C(C=C1)C1=CN=NC(=C1)C1CC1)O